C(=C)OC1C2CCC(C1)CC2 2-bicyclo[2.2.2]octyl vinyl ether